2-((5-bromo-4-methylpyrimidin-2-yl)oxy)-N,N-dimethylethane-1-amine BrC=1C(=NC(=NC1)OCCN(C)C)C